NC1=NC(=C2N=CN(C2=N1)CCOCP(O)(O)=O)OC ((2-(2-amino-6-methoxy-9H-purin-9-yl)-ethoxy)-methyl)-phosphonic acid